NC=1C=CC=2N(C3=CC=C(C=C3SC2C1)N)C(C)=O 1-(3,7-diamino-phenothiazin-10-yl)ethanone